ClC1=C(C=CC=C1)C1=CN=C(O1)CSC1=NC(=CC=N1)C 2-({[5-(2-chlorophenyl)-1,3-oxazol-2-yl]methyl}sulfanyl)-6-methylpyrimidin